ClC1=C(C(=NC=C1)N)C#CCCN1CCOCC1 4-chloro-3-(4-morpholinobut-1-yn-1-yl)pyridin-2-amine